3-aminobutyl-(tritetradecoxysilane) NC(CC[Si](OCCCCCCCCCCCCCC)(OCCCCCCCCCCCCCC)OCCCCCCCCCCCCCC)C